2-chloro-6,7-dimethoxyquinoline-3-carbaldehyde ClC1=NC2=CC(=C(C=C2C=C1C=O)OC)OC